COC1=CC=C(CSC=2C=NC=3N(C2)N=CC3C#N)C=C1 6-((4-methoxybenzyl)thio)pyrazolo[1,5-a]pyrimidine-3-carbonitrile